1-Undecyl-2-propylpyrrolium triflat [O-]S(=O)(=O)C(F)(F)F.C(CCCCCCCCCC)[NH+]1C(=CC=C1)CCC